4-((2-chlorothieno[2,3-d]pyrimidin-4-yl)amino)benzonitrile ClC=1N=C(C2=C(N1)SC=C2)NC2=CC=C(C#N)C=C2